(S)-N-(1-oxo-1-(4-(3-(trifluoromethyl)phenyl-4-d)piperazin-1-yl-2,2,3,3,5,5,6,6-d8)propan-2-yl)acetamide-2,2,2-d3 O=C([C@H](C)NC(C([2H])([2H])[2H])=O)N1C(C(N(C(C1([2H])[2H])([2H])[2H])C1=CC(=C(C=C1)[2H])C(F)(F)F)([2H])[2H])([2H])[2H]